(R)-2-((S)-4-(5-(2-chloro-1H-pyrrolo[2,3-b]pyridin-3-yl)-4-fluoro-1H-pyrrolo[2,3-c]pyridin-7-yl)piperazin-2-yl)-3-methylbutan-2-ol ClC1=C(C=2C(=NC=CC2)N1)C=1C(=C2C(=C(N1)N1C[C@H](NCC1)[C@@](C)(C(C)C)O)NC=C2)F